COC=1C=C2CCN(C(C2=CC1)C)C 6-methoxy-1,2-dimethyl-1,2,3,4-tetrahydroisoquinolin